5-chloroacetamido-N,N'-bis(2,3-dihydroxypropyl)-2,4,6-triiodoisophthalamide ClCC(=O)NC=1C(=C(C(=C(C(=O)NCC(CO)O)C1I)I)C(=O)NCC(CO)O)I